(R)-N-(1-(3-fluorophenyl)ethyl)-3-(pyridin-4-yl)-1-trityl-1,7-dihydroimidazo[4,5-f]indazole-6-carboxamide FC=1C=C(C=CC1)[C@@H](C)NC(=O)C=1NC2=C(C=C3C(=NN(C3=C2)C(C2=CC=CC=C2)(C2=CC=CC=C2)C2=CC=CC=C2)C2=CC=NC=C2)N1